(3S,5R)-tert-butyl 5-((5'-chloro-2'-fluoro-[1,1'-biphenyl]-4-yl) methyl)-3-methyl-2-oxo-3-(((tetrahydro-2H-pyran-2-yl)oxy)methyl)pyrrolidine-1-carboxylate ClC=1C=CC(=C(C1)C1=CC=C(C=C1)C[C@@H]1C[C@](C(N1C(=O)OC(C)(C)C)=O)(COC1OCCCC1)C)F